4-(2-fluoroethyl)piperazin FCCN1CCNCC1